fluoro-N-(4-fluoro-3-(hydroxymethyl)benzyl)-4'-hydroxy-3',4'-dihydro-1'h-spiro[piperidine-4,2'-quinoline]-1-carboxamide FN1C2(CC(C3=CC=CC=C13)O)CCN(CC2)C(=O)NCC2=CC(=C(C=C2)F)CO